(S)-N-(5-(2-(2-aminopyridin-3-yl)-5-(1H-pyrazol-1-yl)-3H-imidazo[4,5-b]pyridin-3-yl)-2,3-dihydro-1H-inden-1-yl)-1-methyl-1H-pyrazole-3-carboxamide NC1=NC=CC=C1C1=NC=2C(=NC(=CC2)N2N=CC=C2)N1C=1C=C2CC[C@@H](C2=CC1)NC(=O)C1=NN(C=C1)C